C(C)(C)(C)OC(=O)N1C[C@@H](N(C[C@H]1CC)C=1C=2N(N(C(C1)=O)C)C=C(N2)C(=O)OC)C methyl 8-((2S,5R)-4-(tert-butoxycarbonyl)-5-ethyl-2-methylpiperazin-1-yl)-5-methyl-6-oxo-5,6-dihydroimidazo[1,2-b]pyridazine-2-carboxylate